2-(5-Methyl-2-(5-(trifluoromethyl)pyridin-2-yl)piperidin-1-yl)-2-oxoacetic acid methyl ester COC(C(=O)N1C(CCC(C1)C)C1=NC=C(C=C1)C(F)(F)F)=O